6-(7-fluoro-2-methyl-2H-indazol-5-yl)-N-methyl-N-(2,2,6,6-tetramethylpiperidin-4-yl)-1,3-benzothiazol-2-amine hydrochloride Cl.FC1=CC(=CC2=CN(N=C12)C)C1=CC2=C(N=C(S2)N(C2CC(NC(C2)(C)C)(C)C)C)C=C1